FC(C=1C=NC(=NC1)C=1C=C2C=CN=CC2=CC1)(F)F 6-[5-(trifluoromethyl)pyrimidin-2-yl]isoquinolin